OC(CC=O)(C)C1=CC=C(C=C1)Cl 3-hydroxy-3-(4-chlorophenyl)butanal